OC=1C=C2CC[C@@H]([C@@H](C2=CC1)C1=CC=C(OCCCCN2CCN(CC2)C(COC=2C=CC=C3C(=NN(C23)C)C2C(NC(CC2)=O)=O)=O)C=C1)C1=CC=CC=C1 3-(7-(2-(4-(4-(4-((1R,2S)-6-hydroxy-2-phenyl-1,2,3,4-tetrahydronaphthalen-1-yl)-phenoxy)butyl)piperazin-1-yl)-2-oxoethoxy)-1-methyl-1H-indazol-3-yl)piperidine-2,6-dione